2-{[(αr)-6-[(4S)-4-[2-(methylsulfanyl)ethyl]-2,5-dioxoimidazolidin-1-yl]spiro[3.3]heptan-2-yl]oxy}pyridine-3-carboxamide CSCC[C@@H]1NC(N(C1=O)C1CC2(CC(C2)OC2=NC=CC=C2C(=O)N)C1)=O